FC(C=1C=C(C=CC1)[C@@H](C)N)(F)F (1R)-1-[3-(trifluoromethyl)phenyl]ethan-1-amine